(1r,2R,3r,8S)-methyl 4-(3-ethoxy-3-oxopropanoyl)cubane-1-carboxylate C(C)OC(CC(=O)C12C3C4C5(C(C14)C2C53)C(=O)OC)=O